2-(3-(1-((3R,4R)-3-fluoropiperidin-4-yl)vinyl)-1,2,4-triazin-6-yl)-5-(1H-imidazol-1-yl)phenol F[C@H]1CNCC[C@@H]1C(=C)C=1N=NC(=CN1)C1=C(C=C(C=C1)N1C=NC=C1)O